tert-butyl ((1R-3R)-3-ethoxycyclopentyl)carbamate C(C)O[C@H]1C[C@@H](CC1)NC(OC(C)(C)C)=O